CN1C(NC(C=C1OC=1C=C2C(=NN(C2=CC1)C1=CC=C(C=C1)C(F)(F)F)CNC(CC)=O)=O)=O N-((5-((3-methyl-2,6-dioxo-1,2,3,6-tetrahydropyrimidin-4-yl)oxy)-1-(4-(trifluoromethyl)phenyl)-1H-indazol-3-yl)methyl)propionamide